7-Fluoro-1-isopropyl-3-methyl-8-(6-(3-(piperidin-1-yl)propoxy)pyridin-3-yl)-1H-imidazo[4,5-c]cinnolin-2(3H)-one FC=1C(=CC=2C3=C(N=NC2C1)N(C(N3C(C)C)=O)C)C=3C=NC(=CC3)OCCCN3CCCCC3